4-amino-N-(4-ethynylbenzyl)-1-methyl-N-(1-methyl-1H-pyrazol-4-yl)-1H-pyrazolo[4,3-c]quinoline-8-carboxamide NC1=NC=2C=CC(=CC2C2=C1C=NN2C)C(=O)N(C=2C=NN(C2)C)CC2=CC=C(C=C2)C#C